ClC=1C=C2C(=NC=NC2=C(C1)C(F)(F)F)N[C@@H](C)C1=NC=NN1C1=CC(=NC=N1)NC(OC1=CC=CC=C1)=O phenyl N-[6-[5-[(1S)-1-[[6-chloro-8-(trifluoromethyl)quinazolin-4-yl]amino]ethyl]-1,2,4-triazol-1-yl]pyrimidin-4-yl]carbamate